N-[7-methyl-4-({[(1S,4S)-4-methylcyclohexyl]oxy}methyl)-6-oxo-1,3,4,6-tetrahydro-2H-quinolizin-3-yl]methanesulfonamide CC=1C(N2C(C(CCC2=CC1)NS(=O)(=O)C)COC1CCC(CC1)C)=O